trans-1-(3-pyridyl)-1,3-butadiene N1=CC(=CC=C1)\C=C\C=C